(R)-4-(4-((1-(3-(difluoromethyl)-2-fluorophenyl)ethyl)amino)-7-methoxy-2-methylpyrido[2,3-d]pyrimidin-6-yl)tetrahydro-2H-thiopyran-4-carbonitrile 1,1-dioxide FC(C=1C(=C(C=CC1)[C@@H](C)NC=1C2=C(N=C(N1)C)N=C(C(=C2)C2(CCS(CC2)(=O)=O)C#N)OC)F)F